P(O[Si](C)(C)C)(O[Si](C)(C)C)O[Si](C)(C)C tris(trimethylsilyl) phosphite